NC1=C(C2=CN(N=C2C=C1Cl)C)CCCC(=O)OC(C)(C)C tert-Butyl 4-(5-amino-6-chloro-2-methyl-2H-indazol-4-yl)butanoate